6-chloro-3H-oxazolo[4,5-B]pyridine-2-one ClC=1C=C2C(=NC1)NC(O2)=O